ClC1=C(C=C(OC2=CC=C(C=C2)CCOC2=NC(N3C(N4[C@]5(CO[C@@H](C4)C5)CC3)=C2)=O)C=C1)C(F)(F)F (7aR,10R)-2-(4-(4-chloro-3-(trifluoro-methyl)phenoxy)phenylethoxy)-6,7,10,11-tetrahydro-4H,8H-7a,10-methanopyrimido[6',1':2,3]pyrimido[6,1-c][1,4]oxazin-4-one